tert-butyl (E)-2'-oxo-3'-(2-(1-trityl-1H-imidazol-4-yl)benzylidene)-8-azaspiro[bicyclo[3.2.1]octane-3,1'-cyclobutane]-8-carboxylate O=C/1C2(C\C1=C/C1=C(C=CC=C1)C=1N=CN(C1)C(C1=CC=CC=C1)(C1=CC=CC=C1)C1=CC=CC=C1)CC1CCC(C2)N1C(=O)OC(C)(C)C